1-(benzofuran-6-yl)butan-2-one O1C=CC2=C1C=C(C=C2)CC(CC)=O